di-silylether [SiH3]O[SiH3]